titanium-lithium-iron [Fe].[Li].[Ti]